C(C1=CC=NC=C1)N1CCCC1 1-isonicotinylpyrrolidine